ClC1=C2C(=C(N=N1)N[C@@H]1COC(C1)(C)C)C=NC=C2 (S)-1-chloro-N-(5,5-dimethyltetrahydrofuran-3-yl)pyrido[3,4-d]pyridazin-4-amine